O1C(=O)C(=CC2=CC=CC=C12)N=C=S coumarinyl isothiocyanate